2-Amino-7-fluoro-4-(2-fluoro-14-oxo-8,8a,9,10,11,12-hexahydro-7H,14H-pyrazino[1',2':5,6][1,5]diazocino[3,2,1-hi]indol-3-yl)benzo[b]thiophene-3-carbonitrile bis(2,2,2-trifluoroacetate) FC(C(=O)O)(F)F.FC(C(=O)O)(F)F.NC1=C(C2=C(S1)C(=CC=C2C2=C1C=CN3C1=C(C=C2F)C(N2C(CC3)CNCC2)=O)F)C#N